N-(4,4-difluoro-1-methylpyrrolidin-3-yl)-2-methyl-5-((4-methylthiazol-5-yl)methoxy)benzo-furan-3-carboxamide FC1(C(CN(C1)C)NC(=O)C1=C(OC2=C1C=C(C=C2)OCC2=C(N=CS2)C)C)F